C1CC12CCN(CC2)CCC2CCN(CC2)C(=O)[C@H](CC(C)C)N2C([C@@H](N(CC2)C)CC(C)C)=O (S)-1-[(S)-1-[(4-{2-(6-Aza-6-spiro[2.5]octyl)eth-yl}-1-piperidyl)carbonyl]-3-methylbutyl]-3-isobutyl-4-methyl-2-piperazinone